rac-rel-trans-3-((1R,5R)-3-azabicyclo[3.1.0]hex-1-yl)-5-(piperidin-1-ylmethyl)-5,6-dihydro-1,4,2-dioxazine [C@@]12(CNC[C@@H]2C1)C1=NOC[C@H](O1)CN1CCCCC1 |o1:0,4,10|